C(#N)CCCOC=1C=C(C=CC1)/C=C/C(=O)C1=CC=C(C=C1)S(=O)(=O)NCCC(=O)O 3-[[4-[(E)-3-[3-(3-Cyanopropoxy)phenyl]prop-2-enoyl]phenyl]sulfonylamino]propanoic acid